BrC1S(C2=NC=3N(C=C2N1)C=CC3)=O 2-bromo-dihydropyrrolo[1,2-a]thiazolo[5,4-D]pyrimidinone